3-{3-[(1S)-1-amino-2,3-dihydro-1H-inden-5-yl]-7-methyl-5-(pyrazol-1-yl)imidazo[4,5-b]pyridin-2-yl}pyridin-2-amine N[C@H]1CCC2=CC(=CC=C12)N1C(=NC=2C1=NC(=CC2C)N2N=CC=C2)C=2C(=NC=CC2)N